6-((1RS,6SR)-3-oxabicyclo[4.1.0]hept-6-yl)-N-(2-((R)-4-cyanothiazolidin-3-yl)-2-oxoethyl)quinoline-4-carboxamide [C@@H]12COCC[C@]2(C1)C=1C=C2C(=CC=NC2=CC1)C(=O)NCC(=O)N1CSC[C@H]1C#N |&1:0,5|